3,5-difluoro-4-[2-(1-methyl-cyclopropan-1-yl)-6-[4-fluoro-3-(trifluoromethyl)phenyl]imidazo[1,2-a]pyrazin-3-yl]phenol FC=1C=C(C=C(C1C1=C(N=C2N1C=C(N=C2)C2=CC(=C(C=C2)F)C(F)(F)F)C2(CC2)C)F)O